N1N=CC(=C1)C=1C(=NC=NC1C=1C=NN(C1)CC1=CC=C(C=C1)C(F)(F)F)N 5-(1H-pyrazol-4-yl)-6-(1-{[p-(trifluoromethyl)phenyl]methyl}-1H-pyrazol-4-yl)-4-pyrimidylamine